benzyl (2R,4R)-4-methoxy-2-[[2-(4-methyl-3-oxo-piperazin-1-yl)-2-oxo-1-(3-pyridyl)ethyl]-[4-(pentafluoro-λ6-sulfanyl)phenyl]carbamoyl]pyrrolidine-1-carboxylate CO[C@@H]1C[C@@H](N(C1)C(=O)OCC1=CC=CC=C1)C(N(C1=CC=C(C=C1)S(F)(F)(F)(F)F)C(C(=O)N1CC(N(CC1)C)=O)C=1C=NC=CC1)=O